C1OCCC2=CC(=CC=C12)NC=1N=CC2=C(N1)CN(CC2)C2=C(C1=C(OCCN1)N=C2)C N-(isochroman-6-yl)-7-(8-methyl-2,3-dihydro-1H-pyrido[2,3-b][1,4]oxazin-7-yl)-5,6,7,8-tetrahydropyrido[3,4-d]pyrimidin-2-amine